CN1C(C2=CC(=CC=C2CC1)C)(C#N)C1=CC=CC=C1 2,7-Dimethyl-1-phenyl-1,2,3,4-tetrahydroisoquinoline-1-carbonitrile